2-[(3-methyloxetan-3-yl)oxy]pyrimidin-5-ol CC1(COC1)OC1=NC=C(C=N1)O